4-iodo-1-(3-methyloxetan-3-yl)piperidine IC1CCN(CC1)C1(COC1)C